3-(3-Methyl-5-(2-((S)-morpholin-2-yl)ethyl)-2-oxo-2,3-dihydro-1H-benzo[d]imidazol-1-yl)piperidine-2,6-dione CN1C(N(C2=C1C=C(C=C2)CC[C@H]2CNCCO2)C2C(NC(CC2)=O)=O)=O